N1C[C@@H](CC1)OC1=CC=C(C=C1)C=1N=CC2=C(C=CC=C2C1)C=1N=C(N2C1CN(CC2)C(C)=O)C2CCOCC2 (R)-1-(1-(3-(4-(pyrrolidin-3-yloxy)phenyl)isoquinolin-8-yl)-3-(tetrahydro-2H-pyran-4-yl)-5,6-dihydroimidazo[1,5-a]pyrazin-7(8H)-yl)ethan-1-one